β-D-glucuronic acid heptyl ester C(CCCCCC)OC([C@@H]1[C@H]([C@@H]([C@H]([C@H](O)O1)O)O)O)=O